C[Si](CCOC(=O)N1CCC(CC1)CC1CCN(CC1)CCCO)(C)C.BrC1=CC(=C(O[Si](C)(C)C(C)(C)C)C=C1)[N+](=O)[O-] (4-bromo-2-nitrophenoxy)(tert-butyl)dimethylsilane 2-trimethylsilylethyl-4-[[1-(3-hydroxypropyl)-4-piperidyl]methyl]piperidine-1-carboxylate